C(C)C(C1CO1)COCC1(COC1)CC 3-ethyl-3-[[(3-ethyloxetan-3-yl)methoxy]methyl] propylene oxide